FC(C1=C(C=CC(=C1)[N+](=O)[O-])F)F 2-(difluoromethyl)-1-fluoro-4-nitrobenzene